N-(5-nitro-2-((4-nitrophenyl)amino)phenyl)benzamide [N+](=O)([O-])C=1C=CC(=C(C1)NC(C1=CC=CC=C1)=O)NC1=CC=C(C=C1)[N+](=O)[O-]